4-(4-((trimethyl Methylsilyl)ethynyl)benzyl)morpholine-2-carboxylate CC([SiH2]C#CC1=CC=C(CN2CC(OCC2)C(=O)[O-])C=C1)(C)C